C(#N)C=1C(=NC(=CC1C)C)N1[C@H](C[C@H](C1)N(C)C)C(=O)N(C=1C=C(C=CC1)C)CC (2r,4r)-1-(3-cyano-4,6-dimethylpyridin-2-yl)-4-(dimethylamino)-N-ethyl-N-(m-tolyl)pyrrolidine-2-carboxamide